CC1=NOC(=C1C=1C=C(CNC23CCC(CC2)(CC3)NC(CCCC(=O)NC3=CC=C(C=C3)N[C@@H]3C[C@@H](N(C2=CC=CC=C32)C(CC)=O)C)=O)C=C(C1)O)C N1-(4-((3-(3,5-dimethylisoxazol-4-yl)-5-hydroxybenzyl)amino)bicyclo[2.2.2]Octane-1-yl)-N5-(4-(((2S,4R)-2-methyl-1-propionyl-1,2,3,4-tetrahydroquinolin-4-yl)amino)phenyl)glutaramide